tris(2-(2-hydroxyethoxy)ethyl) 2,2',2''-((cyclohexane-1,3,5-tricarbonyl)tris(azanediyl))tris(3-phenylpropanoate) C1(CC(CC(C1)C(=O)NC(C(=O)OCCOCCO)CC1=CC=CC=C1)C(=O)NC(C(=O)OCCOCCO)CC1=CC=CC=C1)C(=O)NC(C(=O)OCCOCCO)CC1=CC=CC=C1